FC=1C=C(C=C(C1N1CC(C1)=O)F)NC1C(NC(CC1)=O)=O 3-((3,5-difluoro-4-(3-oxoazetidin-1-yl)phenyl)amino)piperidine-2,6-dione